C1(CCCCC1)OC(C(=C)Cl)=O.[N+](=O)([O-])C1=CC=C(OC2=CC=C(C=C2)OC2=CC=C(C=C2)[N+](=O)[O-])C=C1 1,4-bis(4-nitrophenoxy)benzene cyclohexyl-α-chloroacrylate